N1C=C(C2=CC=CC=C12)C=1C=C(OC1)C(C(C(=O)O)(F)F)=O 3-(4-(1H-indol-3-yl)furan-2-yl)-2,2-difluoro-3-oxopropanoic acid